O=C1NC(CCC1N1N=C(C2=C(C=CC=C12)N1CCN(CC1)C(=O)OC(C)(C)C)C)=O tert-butyl 4-(1-(2,6-dioxopiperidin-3-yl)-3-methyl-1H-indazol-4-yl)piperazine-1-carboxylate